2-[6-(3-aminophenyl)indazol-2-yl]acetic acid NC=1C=C(C=CC1)C=1C=CC2=CN(N=C2C1)CC(=O)O